(R)-2-(4-(3-aminopropyl)-2,2-dimethylpyrrolidin-1-yl)-6-chloro-N-((6-fluoropyridin-2-yl)sulfonyl)nicotinamide NCCC[C@@H]1CC(N(C1)C1=C(C(=O)NS(=O)(=O)C2=NC(=CC=C2)F)C=CC(=N1)Cl)(C)C